N-(2-(((1,2,4-oxadiazol-3-yl)methyl)carbamoyl)phenyl)-5-(4-chlorophenyl)-1-(2,4-dichlorophenyl)-4-methyl-1H-pyrazole-3-carboxamide O1N=C(N=C1)CNC(=O)C1=C(C=CC=C1)NC(=O)C1=NN(C(=C1C)C1=CC=C(C=C1)Cl)C1=C(C=C(C=C1)Cl)Cl